C(C)(C)(C)N[SiH2]CC=C(C)C (tert-butylamino)dimethylallylsilane